2-(4-isopropylphenyl)-4-oxo-4-(p-tolyl)butanenitrile C(C)(C)C1=CC=C(C=C1)C(C#N)CC(C1=CC=C(C=C1)C)=O